(propoxy)bisphenol A dimethacrylate C(C(=C)C)(=O)O.C(C(=C)C)(=O)O.C(CC)OC1=C(O)C=CC(=C1)C(C)(C)C1=CC=C(C=C1)O